FC(C=1C=NN(C1)C1(CC1)C1CCN(CC1)C(=O)N1C[C@@H]2[C@@H](OCC(N2)=O)CC1)(F)F |r| rac-(4aR,8aS)-6-[4-[1-[4-(Trifluoromethyl)pyrazol-1-yl]cyclopropyl]piperidine-1-carbonyl]-4,4a,5,7,8,8a-hexahydropyrido[4,3-b][1,4]oxazin-3-one